4-hydroxypiperidine-4-carboxylic acid methyl ester COC(=O)C1(CCNCC1)O